CC1(CCC[C@@H](N1)[C@@H](O)C1=C(C=CC=C1)F)C (S)-[(R)-6,6-dimethyl-2-piperidyl](o-fluorophenyl)methanol